7-(trifluoromethyl)-3,4-dihydro-1,5-naphthyridin-2(1H)-one FC(C1=CN=C2CCC(NC2=C1)=O)(F)F